C1(=CC=CC=C1)C(NC1=CC=CC=C1)(NC1=CC=CC=C1)C1=CC=CC=C1 (diphenylmethylene)dianiline